C[Si](CCOCN1C=CC=2C1=NC=CC2)(C)C (2-(trimethylsilyl)ethoxy)methyl-1H-pyrrolo[2,3-b]Pyridine